(S)-1-(2-(3-methoxypyrrolidin-1-yl)benzo[d]thiazol-6-yl)-4-oxo-6-(4-(pyrrolidin-1-yl)phenyl)-1,4-dihydropyridin-3-carboxylic acid CO[C@@H]1CN(CC1)C=1SC2=C(N1)C=CC(=C2)N2C=C(C(C=C2C2=CC=C(C=C2)N2CCCC2)=O)C(=O)O